tert-butyl 2-[1-[4-amino-2-(difluoromethyl) phenyl]-4-hydroxy-4-piperidyl]acetate NC1=CC(=C(C=C1)N1CCC(CC1)(O)CC(=O)OC(C)(C)C)C(F)F